BrC1=CC2=C(C=3N(CCS2)C=C(N3)N3C(OCC3C(F)F)=O)C=C1 3-(9-bromo-5,6-dihydrobenzo[f]imidazo[1,2-d][1,4]thiazepin-2-yl)-4-(difluoromethyl)oxazolidin-2-one